5-(4-aminothiazol-2-yl)pyridine-2-carbonitrile NC=1N=C(SC1)C=1C=CC(=NC1)C#N